N-((5-chloro-6-((2-methyl-2H-1,2,3-triazol-4-yl)methoxy)-1H-indol-2-yl)methyl)cyclopropanecarboxamide ClC=1C=C2C=C(NC2=CC1OCC1=NN(N=C1)C)CNC(=O)C1CC1